2-methoxy-5-(2-methoxy-1H-imidazol-4-yl)pyridine COC1=NC=C(C=C1)C=1N=C(NC1)OC